ClC1=CC(=C(C=C1)S(=O)(=O)N[C@H](C(=O)OC(C)(C)C)C(C)C1=C(C(=CC=C1F)C)C)NC tert-butyl (2S)-2-[4-chloro-2-(methylamino) benzenesulfonamido]-3-(6-fluoro-2,3-dimethylphenyl)butanoate